CNCCCS(=O)(=O)O 3-methylaminopropane-1-sulfonic acid